tert-Butyl (3S)-3-[(1R)-1-[(3-bromophenyl)methyl]-2-tert-butoxy-2-oxo-ethyl]pyrrolidine-1-carboxylate BrC=1C=C(C=CC1)C[C@@H](C(=O)OC(C)(C)C)[C@H]1CN(CC1)C(=O)OC(C)(C)C